FC=1C=C(CN2CCOCC2)C=CC1C1=CC2=C(CC3=C2NN=C3C3=CC=C2C=NN(C2=C3)C)S1 4-(3-fluoro-4-(3-(1-methyl-1H-indazol-6-yl)-1,4-dihydrothieno[2',3':4,5]cyclopenta[1,2-c]pyrazol-6-yl)benzyl)morpholine